C1N(CCC2=CC=CC=C12)C[C@H](CN1C[C@@H](OC2=C(C1=O)C=CC(=C2)OC2CCN(CC2)CCF)C)O (2S)-4-[(2R)-3-(3,4-dihydro-1H-isoquinolin-2-yl)-2-hydroxy-propyl]-8-[1-(2-fluoroethyl)-4-piperidinyl]oxy-2-methyl-2,3-dihydro-1,4-benzoxazepin-5-one